methyl 3-((adamantan-2-yl)oxy)-4-((N,N-dimethylsulfamoyl)carbamoyl)benzoate C12C(C3CC(CC(C1)C3)C2)OC=2C=C(C(=O)OC)C=CC2C(NS(N(C)C)(=O)=O)=O